CC1=CC(=NC2=CC=C(N=C12)C1=CN=CS1)N 4-methyl-6-thiazol-5-yl-1,5-naphthyridin-2-amine